N-[3-(3,5-dimethylisoxazol-4-yl)-4-[2-(2-methoxyethylamino)ethoxy]phenyl]-1-fluoro-cyclopropanecarboxamide CC1=NOC(=C1C=1C=C(C=CC1OCCNCCOC)NC(=O)C1(CC1)F)C